N-chlorosulfonylcarbonyl-oxazolidine-2,5-dione ClS(=O)(=O)C(=O)N1C(OC(C1)=O)=O